O1CCN(CC1)C=1N=C(C2=C(N1)N(CC2)C2=CC=CC=C2)OCC(CO)O 3-((2-morpholino-7-phenyl-6,7-dihydro-5H-pyrrolo[2,3-d]pyrimidin-4-yl)oxy)propane-1,2-diol